2-(1-(2,2-difluoroethyl)-1H-pyrazol-4-yl)-3-methylcyclopropanecarboxylic acid FC(CN1N=CC(=C1)C1C(C1C)C(=O)O)F